BrC=1C=CC(=C(\C=N/C(C(CO)=O)CC2=CC=C(C=C2)O)C1)O (Z)-3-(5-bromo-2-hydroxybenzylidene-amino)-1-hydroxy-4-(4-hydroxyphenyl)butan-2-one